3-(benzyloxy)naphthalen-2-amine C(C1=CC=CC=C1)OC=1C(=CC2=CC=CC=C2C1)N